CN1N=C(C=2C1=NC=C(C2)NC(C=C)=O)C#CC2=CC=C(C=C2)C(F)(F)F N-(1-Methyl-3-((4-(trifluoromethyl)phenyl)ethynyl)-1H-pyrazolo[3,4-b]pyridin-5-yl)acrylamide